C1CCCO1 cis-butylene oxide